4-cyano-N-[5-[(3,5-difluorophenyl)methyl]-1H-indazol-3-yl]-2-(4-piperidylamino)benzamide C(#N)C1=CC(=C(C(=O)NC2=NNC3=CC=C(C=C23)CC2=CC(=CC(=C2)F)F)C=C1)NC1CCNCC1